FC(C=1N=C(SC1)N)(C1=CC=CC=C1)F 4-[difluoro(phenyl)methyl]-1,3-thiazol-2-amine